titanium bis(ethylacetoacetate) diisobutoxide CC(C)C[O-].CC(C)C[O-].C(C)CC(CC(=O)[O-])=O.C(C)CC(CC(=O)[O-])=O.[Ti+4]